3-amino-N-[(2S)-6-[(3S,4S)-3-amino-4-methoxypyrrolidin-1-yl]-7-cyano-1,2,3,4-tetrahydronaphthalen-2-yl]-6-methylthieno[2,3-b]pyridine-2-carboxamide NC1=C(SC2=NC(=CC=C21)C)C(=O)N[C@@H]2CC1=CC(=C(C=C1CC2)N2C[C@@H]([C@H](C2)OC)N)C#N